C(C)OC(CCC1=CN(C=2N=CN=C(C21)S)COCC[Si](C)(C)C)OCC 5-(3,3-diethoxypropyl)-7-{[2-(trimethylsilyl)ethoxy]methyl}-7H-pyrrolo[2,3-d]pyrimidine-4-thiol